dimethylaminobenzoic acid ethylhexylester C(C)C(CCCCC)OC(C1=C(C=CC=C1)N(C)C)=O